4-[1-(3-(Cyanomethyl)-1-{1-[5-fluoro-2-(trifluoromethyl)isonicotinoyl]piperidin-4-yl}azetidin-3-yl)-1H-pyrazol-4-yl]-1H-pyrrolo[2,3-b]pyridine-5-carbonitrile C(#N)CC1(CN(C1)C1CCN(CC1)C(C1=CC(=NC=C1F)C(F)(F)F)=O)N1N=CC(=C1)C1=C2C(=NC=C1C#N)NC=C2